BrCCS(=O)(=O)[O-].[Na+].[N+](=O)([O-])C1=CC(=C(CN2CCN(CC2)CCS(=O)(=O)O)C=C1)C(F)(F)F 2-(4-(4-nitro-2-(trifluoromethyl)benzyl)piperazin-1-yl)ethane-1-sulfonic acid Sodium 2-bromoethane-1-sulfonate